N-(4-Chloro-5-methylisoxazol-3-yl)-2-ethynyl-N-(methoxymethyl)pyridine-3-sulfonamide ClC=1C(=NOC1C)N(S(=O)(=O)C=1C(=NC=CC1)C#C)COC